Ethyl (6'R,7a'R)-6'-fluoro-3'-oxotetrahydrospiro[cyclopropane-1,1'-pyrrolizine]-7a'(5'H)-carboxylate F[C@H]1CN2C(CC3([C@]2(C1)C(=O)OCC)CC3)=O